N-[(3-chloro-1,2,4-triazin-6-yl)methyl]-1-ethylcyclopentane-1-carboxamide ClC=1N=NC(=CN1)CNC(=O)C1(CCCC1)CC